O=C1C[C@H](N1)C(=O)OC methyl (S)-4-oxoazetidine-2-carboxylate